CC=1C=C(C=CC1)CN1C(COC2=C1C=CC(=C2)[N+](=O)[O-])=O 4-[(3-methylphenyl)methyl]-7-nitro-2H-1,4-benzoxazin-3-one